(S)-4-((2-ethoxyethyl)(4-(5,6,7,8-tetrahydro-1,8-naphthyridin-2-yl)butyl)amino)-2-(4-phenyltetrahydro-2H-pyran-4-carboxamido)butanoic acid C(C)OCCN(CC[C@@H](C(=O)O)NC(=O)C1(CCOCC1)C1=CC=CC=C1)CCCCC1=NC=2NCCCC2C=C1